2-{1-[2-(3-fluorophenyl)ethyl]-1H-imidazol-4-yl}-4-[5-(trifluoromethyl)-1H-1,2,3-triazol-4-yl]pyridine FC=1C=C(C=CC1)CCN1C=NC(=C1)C1=NC=CC(=C1)C=1N=NNC1C(F)(F)F